tert-butyl-6-(6-bromo-8-methoxy-imidazo[1,2-a]pyridin-2-yl)-3-azabicyclo[3.1.0]hexane-3-carboxylate C(C)(C)(C)OC(=O)N1CC2C(C2C1)C=1N=C2N(C=C(C=C2OC)Br)C1